CS(=O)(=O)CC=1N=CNC1 4-((methylsulfonyl)methyl)-1H-imidazole